BrC=1C(=NC(=NC1)NC=1C=NN(C1)C)N 5-bromo-N2-(1-methyl-1H-pyrazol-4-yl)pyrimidine-2,4-diamine